C(C)OC(=O)C1=C(N=C(S1)NC1=NC(=CC(=N1)N1CC(NCC1)C(=O)N)N1CCN(CC1)C)C 2-[[4-[3-(aminocarbonyl)-1-piperazinyl]-6-(4-methyl-1-piperazinyl)-2-pyrimidinyl]amino]-4-methyl-5-thiazolecarboxylic acid ethyl ester